FC1=CC(=CC2=CN(N=C12)C)C1=CC=2C(=NN(C2)[C@H]2[C@@H](CNCC2)O)S1 (3R,4R)-4-[5-(7-fluoro-2-methylindazol-5-yl)thieno[2,3-c]pyrazol-2-yl]piperidin-3-ol